2-methacryloyloxyethylphosphorylcholine CC(=C)C(=O)OCCOP(=O)([O-])OCC[N+](C)(C)C